C(CCCCCCCCCCCCC)NC(=S)N N-tetradecylthiourea